5-methoxy-2-(methylthio)pyrido[4,3-d]pyrimidine COC1=NC=CC=2N=C(N=CC21)SC